4-(3-fluorophenyl)-1-(5-(4-methoxyphenyl)-4-(4-(trifluoromethyl)phenyl)thiazol-2-yl)-3-methyl-1H-pyrazole-5-carboxylic acid FC=1C=C(C=CC1)C=1C(=NN(C1C(=O)O)C=1SC(=C(N1)C1=CC=C(C=C1)C(F)(F)F)C1=CC=C(C=C1)OC)C